(2S,4R)-1-(3-((tert-butyldimethylsilyl)oxy)-2,2-dimethylpropyl)-4-fluoro-5-Oxopyrrolidine-2-carboxylic acid methyl ester COC(=O)[C@H]1N(C([C@@H](C1)F)=O)CC(CO[Si](C)(C)C(C)(C)C)(C)C